C(CCCCCCCCC)C=1C=CC2=C(N=C(O2)N[C@H]2CN(CC2)C(=O)OC(C)(C)C)C1 Tert-butyl (R)-3-((5-decylbenzo[d]oxazol-2-yl)amino)pyrrolidine-1-carboxylate